C(C)OC(=O)C1=CC(=C2C(=N1)SC=C2)COCC2=CC=CC=C2.FC2=CC=C(C=C2)C2=COC=C2 3-(4'-fluorophenyl)furan ethyl-4-[(benzyloxy)methyl]thieno[2,3-b]pyridine-6-carboxylate